5-fluoro-2-(trifluoro-methyl)benzaldehyde FC=1C=CC(=C(C=O)C1)C(F)(F)F